1-(2-iodophenyl)-(S)-1-hydroxypropyl-(S)-2-propylcarbamate IC1=C(C=CC=C1)C[C@H](C)N(C([O-])=O)[C@H](CC)O